7-(3-methylpyrazol-1-yl)-4-(4,4,5,5-tetramethyl-1,3,2-dioxaborolan-2-yl)-1-{[2-(trimethylsilyl)ethoxy]methyl}indazole CC1=NN(C=C1)C=1C=CC(=C2C=NN(C12)COCC[Si](C)(C)C)B1OC(C(O1)(C)C)(C)C